COC=1C=C(C=C(C1OC)OC)C=1C2=C(N=CN1)NC=C2 4-(3,4,5-trimethoxyphenyl)-7H-pyrrolo[2,3-d]pyrimidine